C(CCC)N1C(=NC2=C1C=CC=C2)C=2C=C(C(=O)OC)C=CC2 Methyl 3-(1-butyl-1H-benzo[d]imidazol-2-yl)benzoate